2-methoxyethyl (1S,2R,5R)-2-(hydroxycarbamoyl)-3-((6-((1-methyl-1H-pyrazol-4-yl)oxy)pyridin-3-yl)sulfonyl)-3,8-diazabicyclo[3.2.1]octane-8-carboxylate ONC(=O)[C@H]1[C@@H]2CC[C@H](CN1S(=O)(=O)C=1C=NC(=CC1)OC=1C=NN(C1)C)N2C(=O)OCCOC